4-[4-(2-isopropoxy-3-pyridinyl)phenyl]butanoic acid C(C)(C)OC1=NC=CC=C1C1=CC=C(C=C1)CCCC(=O)O